1-iodo-2,2-dimethyl-propanol IC(C(C)(C)C)O